C(CCCCC)C(C(=O)OCCCCNC(CC(C(=O)NCCCCOC(C(CCCCCCCC)CCCCCC)=O)OC(CN(C)C)=O)=O)CCCCCCCC 4-[[3-[2-(dimethylamino)acetyl]oxy-4-[4-(2-hexyldecanoyloxy)butylamino]-4-oxo-butanoyl]amino]butyl 2-hexyldecanoate